[Na+].C(CCC)N(C([S-])=S)CCCC dibutyl-dithiocarbamic acid sodium salt